N-(4-((5-chloro-4-fluoro-2-(2-hydroxypropan-2-yl)phenyl)amino)-7-methoxyquinazoline-6-yl)-4-(dimethylamino)but-2-enamide ClC=1C(=CC(=C(C1)NC1=NC=NC2=CC(=C(C=C12)NC(C=CCN(C)C)=O)OC)C(C)(C)O)F